4-bromo-N-(2-fluorophenyl)-2-oxo-4-phenyl-3-pyrrolidinecarboxamide BrC1(C(C(NC1)=O)C(=O)NC1=C(C=CC=C1)F)C1=CC=CC=C1